C(C1=CC=CC=C1)OC=1C(=CC(=C(C1)\C=N/NS(=O)(=O)C1=CC=C(C=C1)C)Br)OC N'-[(Z)-[5-(benzyloxy)-2-bromo-4-methoxyphenyl]methylidene]-4-methylbenzene-1-sulfonohydrazide